2-(3-(((tert-butoxycarbonyl)amino)methyl)phenyl)benzofuran-4-carboxylic acid C(C)(C)(C)OC(=O)NCC=1C=C(C=CC1)C=1OC=2C(C1)=C(C=CC2)C(=O)O